5-((3-((4'-chloro-5,5-dimethyl-3,4,5,6-tetrahydro-[1,1'-biphenyl]-2-yl)methyl)-3,8-Diazabicyclo[3.2.1]octane-8-yl)methyl)-2-(2,6-dioxopiperidin-3-yl)isoindoline ClC1=CC=C(C=C1)C1=C(CCC(C1)(C)C)CN1CC2CCC(C1)N2CC=2C=C1CN(CC1=CC2)C2C(NC(CC2)=O)=O